Cl.N(=NC(C(=N)N)(C)C)C(C(=N)N)(C)C 2,2'-azodi(2-methyl-propionamidine) hydrochloride